(βR)-β-cyclopentyl-4-(7H-pyrrolo[2,3-d]pyrimidin-4-yl)-1H-pyrazole-1-propanenitrile C1(CCCC1)[C@@H](CC#N)N1N=CC(=C1)C=1C2=C(N=CN1)NC=C2